CC1=CC(=NN1C1=CC=C(C=C1)OC(F)(F)F)N1CCN(C2(CC2)C1)CCN1CCS(CC1)(=O)=O 4-[2-[7-[5-methyl-1-[4-(trifluoromethoxy)phenyl]pyrazol-3-yl]-4,7-diazaspiro[2.5]octan-4-yl]ethyl]-1,4-thiazinane 1,1-dioxide